7-(4-(4-(benzo[b]thiophen-4-yl)piperazin-1-yl)butoxy)quinolin-2-yl bis(2-hydroxyethyl)carbamate OCCN(C(OC1=NC2=CC(=CC=C2C=C1)OCCCCN1CCN(CC1)C1=CC=CC=2SC=CC21)=O)CCO